2-(2-p-toluenesulfonamidoethyl-thio)pyridine N-oxide CC1=CC=C(C=C1)S(=O)(=O)NCCSC1=[N+](C=CC=C1)[O-]